2-((3E,5Z,7E)-8-fluoro-octa-3,5,7-trien-1-yl)-6-(2-methoxyphenyl)-3,4-dihydroisoquinolin-1(2H)-one F/C=C/C=C\C=C\CCN1C(C2=CC=C(C=C2CC1)C1=C(C=CC=C1)OC)=O